S1C(=NC2=C1C=CC=C2)C2=CC=C(C=C2)N(C2=CC=C(C=C2)C2=CC=C(C=C2)C2=CC=C(C=C2)N(C2=CC=CC=C2)C2=CC=C(C=C2)C=2SC1=C(N2)C=CC=C1)C1=CC=CC=C1 N,N'-bis{4-(benzothiazol-2-yl)phenyl}-N,N'-diphenyl-4,4''-diamino-1,1':4',1''-terphenyl